N1=C(C=CC=C1)[C@@H](C)NC(=O)[C@H]1CN(CC[C@@H]1NC(=O)C1=NOC(=C1)C1=C(C=C(C=C1)F)F)C(C)C (3S,4S)-4-{[5-(2,4-difluoro-phenyl)-isoxazole-3-carbonyl]-amino}-1-isopropyl-piperidine-3-carboxylic acid ((1R)-1-pyridin-2-yl-ethyl)-amide